Cl.Cl.CC1=CC=C(N=N1)N1C2CNCC1CC2 8-(6-methylpyridazin-3-yl)-3,8-diazabicyclo[3.2.1]octane bishydrochloride